bis(dimethylfluorenyl)(carbazolyl)(naphthyl)(dimethylfluorenyl)(carbazolyldimethylfluorenyl)amine CC=1C(=C(C=2CC3=CC=CC=C3C2C1)C1=C(C(=C2C=3C(=C(C(=C(C3CC2=C1)N(C1=C(C(=CC=2C3=CC=CC=C3CC12)C)C)C1=CC=CC2=CC=CC=C12)C)C)C1=CC=CC=2C3=CC=CC=C3NC12)C1=CC=CC=2C3=CC=CC=C3NC12)C1=C(C(=CC=2C3=CC=CC=C3CC12)C)C)C